4-(5-amino-1-(1-(2-hydroxyacetyl)-1,2,3,6-tetrahydropyridin-4-yl)imidazo[1,5-c]pyrimidin-3-yl)-N-(4-(trifluoromethyl)pyridin-2-yl)benzamide NC1=NC=CC=2N1C(=NC2C=2CCN(CC2)C(CO)=O)C2=CC=C(C(=O)NC1=NC=CC(=C1)C(F)(F)F)C=C2